C(#N)C1=CC(=C(C(=C1)C(C)C)NC(=O)N=S(=O)(N)C=1SC(=CN1)C(C)(C)O)C(C)C N'-(4-cyano-2,6-diisopropylphenylcarbamoyl)-5-(2-hydroxypropan-2-yl)thiazole-2-sulfonimidamide